5-((5-([1,1'-biphenyl]-4-yl)-6-chloro-1H-benzo[d]imidazol-2-yl)oxy)-2-methylbenzoic acid C1(=CC=C(C=C1)C1=CC2=C(NC(=N2)OC=2C=CC(=C(C(=O)O)C2)C)C=C1Cl)C1=CC=CC=C1